CC1=C(C(=CC(=C1)[N+](=O)[O-])C)N1CCC(CC1)C(F)(F)F 1-(2,6-dimethyl-4-nitrophenyl)-4-(trifluoromethyl)piperidine